trans-2-dodecanal CC(CCCCCCCCCC)=O